CC1=C(C=CC=C1)S(=O)(=O)N1N=C(C=C1)C(=O)NCC1=CC(=NO1)C 1-(2-methylbenzene-1-sulfonyl)-N-[(3-methyl-1,2-oxazol-5-yl)methyl]-1H-pyrazole-3-carboxamide